C(C)N1CCC(CCC1)C=O 1-ETHYL-AZEPANE-4-CARBALDEHYDE